C=C 1-ethen